CN1CCN(CC1)C1=CC=C(C=C1)NC(=O)CCCSSCCCC(=O)O 4-[3-(4-(4-methylpiperazin-1-yl)phenylcarbamoyl)propyldithio]butanoic acid